3-(2-imidazolin-1-yl) propyl trisiloxane 3-(dimethylamino)prop-2-enoate CN(C=CC(=O)O)C.N1(C=NCC1)CCC[SiH2]O[SiH2]O[SiH3]